C1=CC=C2C(=C1)C3=C(C4=CC=CC=C24)C5=C(O5)C=C3 triphenylene ether